C(#N)C=1C=NN2C1C(=CC(=C2)C=2C=NN(C2)C2CC1(CN(C1)C(=O)OC(C)(C)C)C2)C=2C=NC(=CC2)N2CCC(CC2)(C(NC(C)C)=O)CC tert-butyl 6-[4-[3-cyano-4-[6-[4-ethyl-4-(isopropylcarbamoyl)-1-piperidyl]-3-pyridyl]pyrazolo[1,5-a]pyridin-6-yl]pyrazol-1-yl]-2-azaspiro[3.3]heptane-2-carboxylate